1-(2-Chlorophenyl)-7-cyclopropyl-4-(((1R,2S)-2-fluorocyclopropyl)amino)quinazolin-2(1H)-one ClC1=C(C=CC=C1)N1C(N=C(C2=CC=C(C=C12)C1CC1)N[C@H]1[C@H](C1)F)=O